C(C)C1=C(C(=CC(=C1)B1OC(C(O1)(C)C)(C)C)C)C1C(CC2(CCN(CC2)C(=O)OC(C)(C)C)CC1=O)=O tert-butyl 9-[2-ethyl-6-methyl-4-(4,4,5,5-tetramethyl-1,3,2-dioxaborolan-2-yl)phenyl]-8,10-dioxo-3-azaspiro[5.5]undecane-3-carboxylate